C(C(C)C)(=O)O[C@@H]1[C@@H](O[C@@H]([C@H]1O)N1C=NC(=C2C1=NC(=C2C(N)=O)Br)N)COC(C(C)C)=O (2S,3S,4S,5S)-5-(4-amino-6-bromo-5-carbamoyl-1H-pyrrolo[2,3-d]pyrimidin-1-yl)-4-hydroxy-2-((isobutyryloxy)methyl)tetrahydrofuran-3-yl isobutyrate